(S)-2-(6-chloro-2-((R)-3,3,3-trifluoro-2-hydroxy-2-methylpropionyl)isoindoline-4-yl)pyrrolidine-1-carboxylate ClC1=CC(=C2CN(CC2=C1)C([C@@](C(F)(F)F)(C)O)=O)[C@H]1N(CCC1)C(=O)[O-]